((6s,8as)-hexahydro-1H-pyrrolo[2,1-C][1,4]oxazin-6-yl)methanol C1OCCN2[C@H]1CC[C@H]2CO